FC=1C(=C(C=C(C1F)F)C1=CC=CC=C1)[N+](=O)[O-] 3,4,5-trifluoro-2-nitro-biphenyl